2-acetyl-2-thiazoline C(C)(=O)C=1SCCN1